methyl chloro[2-(2,5-difluorophenyl)hydrazinylidene]acetate ClC(C(=O)OC)=NNC1=C(C=CC(=C1)F)F